NC=1CC(=CC2=C(N1)N=C(C=C2)C(=O)NC=2C=NC=1CCNCC1C2)C(=O)N(CCC)CCC 8-amino-N6,N6-di-n-propyl-N2-(5,6,7,8-tetrahydro-1,6-naphthyridin-3-yl)-7H-pyrido[2,3-b]azepine-2,6-dicarboxamide